C(C)(C)(C)N1N=CC(=C1)C1=CC=2C(C(=N1)O[C@H](C)[C@@H]1CC(N(C1)[C@@H](C)C1=CC=C(C=C1)OC)=O)=CN(N2)C (R)-4-((R)-1-((6-(1-(tert-butyl)-1H-pyrazol-4-yl)-2-methyl-2H-pyrazolo[4,3-c]pyridin-4-yl)oxy)ethyl)-1-((S)-1-(4-methoxyphenyl)ethyl)pyrrolidin-2-one